BrC1C(=CC2=C(N(C1=O)CC1=CC(=C(C=C1)C)F)C=C(C=C2)F)C(=O)NNC(=O)C2CC2 bromo-N'-(cyclopropanecarbonyl)-8-fluoro-1-(3-fluoro-4-methylbenzyl)-2-oxo-2,3-dihydro-1H-benzo[b]azepine-4-carbohydrazide